(4-((8-chloro-5H-pyrido[3,2-b]indol-5-yl)methyl)phenyl)methanesulfonamide ClC1=CC=2C3=C(N(C2C=C1)CC1=CC=C(C=C1)CS(=O)(=O)N)C=CC=N3